FC(CO)(F)C=1C=C(C=CC1)[C@@H](C)NC(=O)C=1C=C(C(=C2C=NNC12)OC)C1=CCCN(C1)C(=O)OC(C)(C)C tert-butyl (R)-5-(7-((1-(3-(1,1-difluoro-2-hydroxyethyl)phenyl)ethyl)carbamoyl)-4-methoxy-1H-indazol-5-yl)-3,6-dihydropyridine-1(2H)-carboxylate